FC1=C(C=CC(=C1)[C@H]1[C@@H](C1)N1CCOCC1)CC(=O)O |o1:7,8| 2-[2-fluoro-4-[(1S,2R) or (1R,2S)-2-morpholinocyclopropyl]phenyl]acetic acid